ClS(=O)(=O)C1CCC(CC1)CC(C)(C)NC(OC(C)(C)C)=O tert-Butyl (1-((1r,4r)-4-(chlorosulfonyl)cyclohexyl)-2-methylpropan-2-yl)-carbamate